1-(6-hydroxy-2,3-dihydrofuro[3,2-b]pyridin-7-yl)ethan-1-one OC=1C(=C2C(=NC1)CCO2)C(C)=O